O1CCC2=C1C=CC(=C2)S(=O)[O-] 2,3-dihydrobenzofuran-5-sulfinate